C(CC)N1CCC=CC1 1-propyl-1,2,3,6-tetrahydropyridin